C=N.C=N.C=N.N1CCC1 azetidine (trimethyleneimine)